C(C)(C)(C)[C@@H]1CNC(O1)=[Fe+2].[CH-]1C=CC=C1.[CH-]1C=CC=C1 (R)-(5-tert-butyloxazolidinediyl)ferrocene